dimethyl-2-hydroxyethyl-2,3-bistetradecyloxypropylammonium bromide [Br-].C[N+](CC(COCCCCCCCCCCCCCC)OCCCCCCCCCCCCCC)(CCO)C